FC=1C(=NC=CC1)C(=O)NC1=CNC2=CC=C(C=C12)OCCC1C[C@@H]2[C@@H](CN(C2)CC(F)(F)F)C1 3-fluoro-N-(5-(2-((3aR,5r,6aS)-2-(2,2,2-trifluoroethyl)octa-hydrocyclopenta[c]pyrrol-5-yl)ethoxy)-1H-indol-3-yl)picolinamide